p-chlorophenoxyacetic acid ClC1=CC=C(OCC(=O)O)C=C1